2-(3-cyanopyrrolidin-1-yl)acetic acid C(#N)C1CN(CC1)CC(=O)O